C[C@@H]1CN(C[C@@H](O1)CN1CC2(C1)OCCN(C2)C=2N=C1C(=NC2)CNCC1)C1=C2C=CC=NC2=C(C=C1)C#N 5-[(2R,6S)-2-methyl-6-[[8-(5,6,7,8-tetrahydropyrido[3,4-b]pyrazin-2-yl)-5-oxa-2,8-diazaspiro[3.5]nonan-2-yl]methyl]morpholin-4-yl]quinoline-8-carbonitrile